6-(1-((4-bromo-2-(2,6-dioxopiperidin-3-yl)-1-oxoisoindolin-5-yl)methyl)piperidin-4-yl)-2-(4-phenoxyphenyl)nicotinamide BrC1=C2CN(C(C2=CC=C1CN1CCC(CC1)C1=NC(=C(C(=O)N)C=C1)C1=CC=C(C=C1)OC1=CC=CC=C1)=O)C1C(NC(CC1)=O)=O